P(OC(C1=C(C(=C(C=C1C)C)C1=CC=CC=C1)C)=O)([O-])[O-] phenyl-2,4,6-trimethylbenzoyl phosphite